ethyl (R)-2-(4-phenyloxazolidin-2-ylidene)hydrazine-1-carboxylate C1(=CC=CC=C1)[C@H]1NC(OC1)=NNC(=O)OCC